5-(4-((2R,5S)-5-(4-bromobenzyl)-2-(fluoromethyl)morpholino)piperidin-1-yl)-4H-1,2,4-triazol-3-amine 2,2,2-trifluoroacetate FC(C(=O)O)(F)F.BrC1=CC=C(C[C@@H]2N(C[C@@H](OC2)CF)C2CCN(CC2)C=2NC(=NN2)N)C=C1